tert-butyl 6'-methyl-2'-(trifluoromethanesulfonyloxy)-5',6'-dihydrospiro[azetidine-3,4'-pyrrolo[1,2-b]pyrazole]-1-carboxylate CC1CC2(C=3N1N=C(C3)OS(=O)(=O)C(F)(F)F)CN(C2)C(=O)OC(C)(C)C